(5S,6R)-6-((R)-5H-imidazo[5,1-a]isoindol-5-yl)-5,6,7,8-tetrahydroquinazolin-5-ol C=1N=CN2C1C1=CC=CC=C1[C@H]2[C@@H]2[C@@H](C=1C=NC=NC1CC2)O